CN1[C@H]2CN([C@@H](C1)C2)C(=O)OC2=CC=C1C(=CC=NC1=C2)NC2=CN=NC(=C2)C2=C(C=CC(=C2)Cl)F 4-{[6-(5-Chloro-2-Fluorophenyl)Pyridazin-4-yl]Amino}Quinolin-7-yl (1r,4r)-5-Methyl-2,5-Diazabicyclo[2.2.1]Heptan-2-Carboxylat